1-(4-(2-(5-(2-chloro-6-fluorophenyl)-4,5-dihydroisoxazol-3-yl)thiazol-4-yl)piperidin-1-yl)-2-((3-(trifluoromethyl)pyrazin-2-yl)oxy)ethan-1-one ClC1=C(C(=CC=C1)F)C1CC(=NO1)C=1SC=C(N1)C1CCN(CC1)C(COC1=NC=CN=C1C(F)(F)F)=O